FC1(CCC(CC1)C1=CC(=NC(=N1)C1=CN=CN1C)C(=O)NC=1C=NC(=CC1)OC(F)F)F 6-(4,4-difluorocyclohexyl)-N-(6-(difluoromethoxy)pyridin-3-yl)-2-(1-methyl-1H-imidazol-5-yl)pyrimidine-4-carboxamide